1,2-dibromo-3-iodo-5-(trifluoromethoxy)benzene BrC1=C(C(=CC(=C1)OC(F)(F)F)I)Br